COC(COC1=C(C=C(C=C1)Br)C1=NOCC1OCC)=O 2-[4-bromo-2-(4-ethoxy-4,5-dihydroisoxazol-3-yl)phenoxy]acetic acid methyl ester